1,3-diphenyl-tetramethyl-disilazane C1(=CC=CC=C1)[Si](N[Si](C1=CC=CC=C1)(C)C)(C)C